ClC1=C(C=C(C=C1)C1=NN(C(=N1)CC(=O)NCC1=CC(=CC(=C1)Cl)Cl)C)OC(C)C 2-[3-(4-chloro-3-isopropyloxyphenyl)-1-methyl-1H-1,2,4-triazol-5-yl]-N-[(3,5-dichlorophenyl)methyl]acetamide